C(C(=O)O)(=O)O.C1=CC=CC=2N(C3=C(CCC21)C=CC=C3)C(CC)=O 1-[10,11-dihydro-5H-dibenzo[b,f]azepin-5-yl]propan-1-one oxalate